C(C1=CC=CC=C1)[C@@H]1NCCCCC1 2-(R)-benzyl-azepane